CN(C1=C2C=CC=C(C2=CC=C1)S(=O)(=O)NC=1C=C(C=CC1)C=1C(=NC(=NC1)NCCOCCOCCO)N1C(C(CC1)C1=CC=CC=C1)C(=O)OC)C methyl 1-(5-[3-[5-(dimethylamino)naphthalene-1-sulfonamido]phenyl]-2-([2-[2-(2-hydroxyethoxy)eth-oxy]ethyl]amino)pyrimidin-4-yl)-3-phenylpyrrolidine-2-carboxylate